BrC1=NN(C2=C1C=NC(=C2)Cl)C2=NC(=CN=C2)C(C)(F)F 3-bromo-6-chloro-1-(6-(1,1-difluoroethyl)pyrazin-2-yl)-1H-pyrazolo[4,3-c]pyridine